C1(CCC1)CCC1=NC=CC=C1 2-(2-cyclobutylethyl)pyridine